C1(CC1)C1=NC(=CC(=N1)C(=O)OC)N1[C@H]2CN(C[C@@H]1CC2)C methyl 2-cyclopropyl-6-((1R,5S)-3-methyl-3,8-diazabicyclo[3.2.1]octan-8-yl)pyrimidine-4-carboxylate